FC(OC1=C(C=C(C=C1)OC1=CC(=CC=C1)CN1C[C@@H](OCC1)CO)C1=NN(C=C1NC(=O)C=1C=NN2C1N=CC=C2)C)F |r| N-[3-[2-(difluoromethoxy)-5-[3-[[rac-(2R)-2-(hydroxymethyl)morpholin-4-yl]methyl]phenoxy]phenyl]-1-methyl-pyrazol-4-yl]pyrazolo[1,5-a]pyrimidine-3-carboxamide